C(C)OC(C1=CC=C(C=C1)N1CCN(CC1)CC=1OC(=CC1)[N+](=O)[O-])=O.ClC[SiH2]C#N chloromethyl-cyanosilane Ethyl-4-{4-[(5-nitrofuran-2-yl)methyl]piperazin-1-yl}benzoate